1-cyclopentyl-7-cyclopropyl-3-methyl-8-(thieno[3,2-c]pyridin-2-yl)-3,6-dihydroimidazo[4,5-d]pyrrolo[2,3-b]pyridin-2(1H)-one C1(CCCC1)N1C(N(C=2C1=C1C(=NC2)NC(=C1C1=CC=2C=NC=CC2S1)C1CC1)C)=O